triglycidyl 1,2,4-benzenetricarboxylate C=1(C(=CC(=CC1)C(=O)OCC1CO1)C(=O)OCC1CO1)C(=O)OCC1CO1